(R)-2-methyl-N-((R)-6-((trimethylsilyl)ethynyl)-3H-spiro[benzofuran-2,4'-piperidin]-3-yl)propane-2-sulfinamide CC(C)(C)[S@@](=O)N[C@@H]1C2=C(OC13CCNCC3)C=C(C=C2)C#C[Si](C)(C)C